2-ethyl-1-(5-fluoro-6-(2-hydroxypropan-2-yl)pyridin-2-yl)-6-(methylthio)-1,2-dihydro-3H-pyrazolo[3,4-d]pyrimidin-3-one C(C)N1N(C2=NC(=NC=C2C1=O)SC)C1=NC(=C(C=C1)F)C(C)(C)O